OC(C(=O)N[C@@H](CO)[C@H](O)CCCCCCCCCCCCCCC)CCCCCCCCCCCCCCCCCCCCCCCCC N-(2-hydroxyheptacosanoyl)-sphinganine